1,2-dioleoyl-sn-glycero-3-phospho-rac-glycerol sodium salt CCCCCCCC/C=C/CCCCCCCC(=O)OCC(COP(=O)([O-])OCC(CO)O)OC(=O)CCCCCCC/C=C/CCCCCCCC.[Na]